4-Amino-7-fluoro-1-methyl-1H-pyrazolo[4,3-c]quinoline-8-carboxylic acid chloride NC1=NC=2C=C(C(=CC2C2=C1C=NN2C)C(=O)Cl)F